methyl 2-(2-(2-(4-((6-((tert-butoxycarbonyl)amino)hexanamido)methyl)phenyl)thiazole-4-carboxamido)acrylamido)acrylate C(C)(C)(C)OC(=O)NCCCCCC(=O)NCC1=CC=C(C=C1)C=1SC=C(N1)C(=O)NC(C(=O)NC(C(=O)OC)=C)=C